7-{(1S)-1-[1-(2-fluorophenyl)-5-methyl-1H-1,2,3-triazol-4-yl]ethyl}-5-[2-(trifluoromethyl)pyrimidin-5-yl]-7H-pyrrolo[2,3-d]pyrimidin-4-amine FC1=C(C=CC=C1)N1N=NC(=C1C)[C@H](C)N1C=C(C2=C1N=CN=C2N)C=2C=NC(=NC2)C(F)(F)F